C1CCC(C(C1)N)N Cyclohex-1,2-ylenediamine